5-(phenoxymethyl)-2,4-furandicarboxylic acid O(C1=CC=CC=C1)CC1=C(C=C(O1)C(=O)O)C(=O)O